2-((7,8-dichloro-5-(2-hydroxy-2-methylpropyl)-2-oxo-1,2,3,4,5,6-hexahydroazepino[4,5-b]indol-10-yl)oxy)acetonitrile ClC1=C(C=C(C=2C3=C(NC12)C(CNC(C3)=O)CC(C)(C)O)OCC#N)Cl